2-chloro-4-methyl-5-[(2-methyl-1,3-thiazole-5-carbonyl)amino]benzoic acid ClC1=C(C(=O)O)C=C(C(=C1)C)NC(=O)C1=CN=C(S1)C